5-(4-(quinoxalin-2-yl)-1H-pyrazol-1-yl)valeraldehyde N1=C(C=NC2=CC=CC=C12)C=1C=NN(C1)CCCCC=O